methyl-{[(1-ethyl-1H-imidazol-5-yl) methyl] amino}-4-nitrobenzoate CC=1C(=C(C(=O)[O-])C=CC1[N+](=O)[O-])NCC1=CN=CN1CC